2-fluoro-N-(methyl(oxo)(phenyl)-λ6-sulfanylidene)-4-(5-(trifluoromethyl)-1,2,4-oxadiazol-3-yl)benzamide FC1=C(C(=O)N=S(C2=CC=CC=C2)(=O)C)C=CC(=C1)C1=NOC(=N1)C(F)(F)F